BrC=1C(N(C(C1Br)=O)CC(=O)O)=O (3,4-dibromo-2,5-dioxo-2,5-dihydro-1H-pyrrol-1-yl)acetic acid